N-((6-((3R,5S)-3,5-Dimethylpiperazin-1-yl)pyridin-2-yl)methyl)-5-(4-fluorophenyl)-7H-pyrrolo[2,3-d]pyrimidin-4-amine C[C@@H]1CN(C[C@@H](N1)C)C1=CC=CC(=N1)CNC=1C2=C(N=CN1)NC=C2C2=CC=C(C=C2)F